r-vinylbenzyl azide C(=C)[C@H](C1=CC=CC=C1)N=[N+]=[N-]